tert-butyl (5R)-5-[(4-chlorobutane-2-sulfonyl) amino]-3,3-difluoropiperidine-1-carboxylate ClCCC(C)S(=O)(=O)N[C@@H]1CC(CN(C1)C(=O)OC(C)(C)C)(F)F